C(CC)C1CCC(CC1)C1=CC=CC=C1 4-((1s,4r)-4-propylcyclohexyl)benzene